N-(3-(tert-butyl)-1-methyl-1H-pyrazol-5-yl)-5-phenyl-thieno[2,3-b]pyridine-2-carboxamide C(C)(C)(C)C1=NN(C(=C1)NC(=O)C1=CC=2C(=NC=C(C2)C2=CC=CC=C2)S1)C